C(C=C)(=O)NC=1C(=CC(=C(C1)NC1=CC(=NC=N1)N1OCC[C@@H]1C=1C=C(C(=O)OC(C)C)C=CC1)OC)N1CCN(CC1)CC=C isopropyl (R)-3-(2-(6-((5-acrylamido-4-(4-allylpiperazin-1-yl)-2-methoxyphenyl)amino)pyrimidin-4-yl)isoxazolidin-3-yl)benzoate